9H-indeno[2,1-b]Pyridine N1=C2C(=CC=C1)C=1C=CC=CC1C2